(R)-2-fluoro-3-((1-(4-methoxy-2-methylpyrimidin-5-yl)-5-methyl-4-nitro-1H-pyrazol-3-yl)oxy)propan-1-ol F[C@H](CO)COC1=NN(C(=C1[N+](=O)[O-])C)C=1C(=NC(=NC1)C)OC